NC1=NC=C(C2=C1C(=NN2C(C)C)C2=CC(=C(C=C2)NS(=O)(=O)C(F)F)O[C@@H](C)C2=CC=C(C=C2)F)C2=CC=NC=C2 (S)-N-(4-(4-amino-1-isopropyl-7-(pyridin-4-yl)-1H-pyrazolo[4,3-c]pyridin-3-yl)-2-(1-(4-fluorophenyl)ethoxy)phenyl)-1,1-difluoro-methane-sulfonamide